ClC=1C=C(C=CC1F)C(C(=C)B1OC(C(O1)(C)C)(C)C)P(C1=CC=CC=C1)(C1=CC=CC=C1)=O (1-(3-chloro-4-fluorophenyl)-2-(4,4,5,5-tetramethyl-1,3,2-dioxaborolan-2-yl)allyl)diphenylphosphine oxide